ClC1=CC(=C(C=C1C#N)NS(=O)(=O)C=1C=C(C(=O)O)C=CC1C1CC1)OCC1(CCC1)OC 3-(N-(4-chloro-5-cyano-2-((1-methoxycyclobutyl)methoxy)phenyl)sulfamoyl)-4-cyclopropylbenzoic acid